BrC1=C(C=C(C=C1)C1(CC1)[C@H](N[S@](=O)CC(C)C)C#N)F (R)-N-((S)-(1-(4-bromo-3-fluorophenyl)cyclopropyl)(cyano)methyl)-2-methylpropan-sulfinamide